BrC1=C(C(=NC=C1)F)C(C1=CC=C(C=C1)F)=O 4-bromo-2-fluoro-3-(4-fluorobenzoyl)pyridine